3-Cyano-4-methoxy-benzenesulfonyl Chloride C(#N)C=1C=C(C=CC1OC)S(=O)(=O)Cl